NC=1C2=C(N=C(N1)C)N(C=C2C2=C(C=C(C=C2)NC(C(O)C2=CC(=CC=C2)CC)=O)Cl)C N-(4-(4-amino-2,7-dimethyl-7H-pyrrolo[2,3-d]pyrimidin-5-yl)-3-chlorophenyl)-2-(3-ethylphenyl)-2-hydroxyacetamide